OCC1(OC2=C(C1)C=C(C(=C2)N2CCOCC2)NC(=O)C=2C1=C(C=NC2)N(N=N1)C)C N-[2-(hydroxymethyl)-2-methyl-6-morpholino-3H-benzofuran-5-yl]-3-methyl-triazolo[4,5-c]pyridine-7-carboxamide